3,3'-bis(trifluoromethyl)hydrazobenzene 4-chloro-2-fluoro-6-methylbenzoate ClC1=CC(=C(C(=O)O)C(=C1)C)F.FC(C=1C=C(C=CC1)NNC1=CC(=CC=C1)C(F)(F)F)(F)F